CN1N=C(C(=C1)NC=O)OC1COC1 N-[1-methyl-3-(oxetan-3-yloxy)pyrazol-4-yl]carboxamide